FC1=CC(=CC2=C1NC=N2)C(=O)O 7-fluoro-1H-benzo[d]imidazole-5-carboxylic acid